C1(CCC1)CN[C@H]1CN(CCC1)C1=CC=C(C=N1)C(C)NC(=O)C=1N=C2N(C(C1)=O)C=CC=C2 N-(1-(6-((R)-3-((cyclobutylmethyl)amino)piperidin-1-yl)pyridin-3-yl)ethyl)-4-oxo-4H-pyrido[1,2-a]pyrimidine-2-carboxamide